N=C(C(=O)[O-])C iminopropionate